4-(3-methanesulfonylphenyl)-2-((R)-3-methylmorpholin-4-yl)-8-[2-(tetrahydropyran-2-yl)-2H-pyrazol-3-yl]-[1,7]Naphthyridine CS(=O)(=O)C=1C=C(C=CC1)C1=CC(=NC2=C(N=CC=C12)C=1N(N=CC1)C1OCCCC1)N1[C@@H](COCC1)C